1-[3-(5-{[(4-fluorophenyl)methyl]sulfanyl}-1-(furan-3-carbonyl)-4-methoxy-1H-pyrazol-3-yl)-2-methylpiperazine-1-carbonyl]pyrrolidin-3-ol FC1=CC=C(C=C1)CSC1=C(C(=NN1C(=O)C1=COC=C1)C1C(N(CCN1)C(=O)N1CC(CC1)O)C)OC